1,3-dichloro-4-fluorobenzylzinc bromide [Br-].ClC1(C[Zn+])CC(=C(C=C1)F)Cl